4-(phenyl-(tetrahydro-2H-pyran-4-yl)methyl)-1,4-dihydropyrazolo[3',4':4,5]pyrrolo[3,2-b]pyridine-3-carboxylic acid methyl ester COC(=O)C1=NNC2=C1N(C=1C2=NC=CC1)C(C1CCOCC1)C1=CC=CC=C1